1-(3-triethoxysilylpropyl)-3-methylimidazole chloride [Cl-].C(C)O[Si](CCCN1CN(C=C1)C)(OCC)OCC